5-(3-bromo-1-[[2-(trimethylsilyl)ethoxy]methyl]pyrrolo[2,3-c]pyridin-5-yl)-4-cyclopropyl-6-methoxypyrimidine BrC1=CN(C2=CN=C(C=C21)C=2C(=NC=NC2OC)C2CC2)COCC[Si](C)(C)C